2-fluoro-3-[2-(4-fluoro-3-hydroxyphenoxy)pyrimidin-4-yl]phenol FC1=C(C=CC=C1C1=NC(=NC=C1)OC1=CC(=C(C=C1)F)O)O